tert-butyl 2-((6-chloro-5-(2'-(methoxymethoxy)-4'-(1H-1,2,4-triazol-1-yl)-[1,1'-biphenyl]-4-yl)-1-((2-(trimethylsilyl)ethoxy)methyl)-1H-imidazo[4,5-b]pyridin-2-yl)thio)acetate ClC=1C=C2C(=NC1C1=CC=C(C=C1)C1=C(C=C(C=C1)N1N=CN=C1)OCOC)N=C(N2COCC[Si](C)(C)C)SCC(=O)OC(C)(C)C